4-isobutyl-2-(4-((1-methyl-2-oxo-1,2-dihydroquinolin-3-yl)methyl)piperazin-1-yl)benzonitrile C(C(C)C)C1=CC(=C(C#N)C=C1)N1CCN(CC1)CC=1C(N(C2=CC=CC=C2C1)C)=O